(R)-2-(4-Fluorophenyl)-3-(6-methyl-1H-pyrazolo[3,4-d]pyrimidin-4-yl)-6-(trifluoromethyl)-6,7-dihydro-4H-pyrazolo[5,1-c][1,4]oxazine FC1=CC=C(C=C1)C1=NN2C(CO[C@H](C2)C(F)(F)F)=C1C1=C2C(=NC(=N1)C)NN=C2